O1C(CCCC1)C1=NC=CC(=C1)N (tetrahydro-2H-pyran-2-yl)pyridin-4-amine